6-amino-5-(2-fluoro-5-(2-(4-fluoro-2-methylphenoxy)-5-(trifluoromethyl)benzamido)phenyl)-N-methylpyridinamide NC1=C(C=CC(=N1)C(=O)NC)C1=C(C=CC(=C1)NC(C1=C(C=CC(=C1)C(F)(F)F)OC1=C(C=C(C=C1)F)C)=O)F